OC1=C(C=CC(=C1)OCCCCCCCCCCCC)C1=NC=NC=N1 2-(2-hydroxy-4-dodecyloxyphenyl)-1,3,5-triazine